CC(CCO)O (±)-1,3-butanediol